NN1C=NC2=NC=NC2=C1 N-aminopurine